ClC1=CC(=C(C=C1SC1CC1)O)[N+](=O)[O-] 4-Chloro-5-(cyclopropylsulfanyl)-2-nitrophenol